NC1=NC=NN2C1=CC=C2Br 4-amino-7-bromopyrrolo[2,1-f][1,2,4]triazin